CC1=C(C=2C(=N[C@H](C=3N(C2S1)C(=NN3)C)CC(N3CCCC3)=O)C3=CC=C(C=C3)C3=CC(=CC=C3)NC(=O)C=3OC1=C(C3)C=CC=C1)C (S)-N-(4'-(2,3,9-trimethyl-6-(2-oxo-2-(pyrrolidin-1-yl)ethyl)-6H-thieno[3,2-f][1,2,4]triazolo[4,3-a][1,4]diazepin-4-yl)-[1,1'-biphenyl]-3-yl)benzofuran-2-carboxamide